C(C1=CC=CC=C1)OC(\C=C\C(=O)OCC1=CC=CC=C1)=O.O=CC(=O)OCC1=CC=CC=C1 benzyl 2-oxoacetate Dibenzyl-(E)-but-2-enedioate